N[C@@]1(CN(CC1)C1=C(C=NC(=C1C1=CC(=CC(=C1)F)F)C#N)C(=O)NC(C)C)C 4-[(3S)-3-amino-3-methylpyrrolidin-1-yl]-6-cyano-5-(3,5-difluorophenyl)-N-(propan-2-yl)pyridine-3-carboxamide